CC=1C=CC(=NC1)CN1N=C2C3=C(CC4(C2=C1)CCC4)OC(=C3C(F)(F)F)C(=O)O 2'-[(5-methylpyridin-2-yl)methyl]-8'-(trifluoromethyl)-2',5'-dihydrospiro[cyclobutane-1,4'-furo[2,3-g]indazole]-7'-carboxylic acid